ClC=1C=C(C(=NC1)N1C(C(N(C(C1)=O)CC1=CC=C(C=C1)C(F)(F)F)C1(COC1)C)=O)C 1-(5-chloro-3-methylpyridin-2-yl)-3-(3-methyloxetan-3-yl)-4-(4-(trifluoromethyl)benzyl)piperazine-2,5-dione